N1-(2-methylbenzyl)-N1-(3-methylbutan-2-yl)oxalamide CC1=C(CN(C(C(=O)N)=O)C(C)C(C)C)C=CC=C1